2-(phenoxymethyl)-4-(2,3,4,6-tetra-O-acetyl-D-glucopyranos-1-yl)-benzonitrile O(C1=CC=CC=C1)CC1=C(C#N)C=CC(=C1)C1(O)[C@H](OC(C)=O)[C@@H](OC(C)=O)[C@H](OC(C)=O)[C@H](O1)COC(C)=O